[C@H](C)(CC)[C@@H]1N=C(C2=C(N(C1=O)CC(=O)O)C=CC(=C2)Cl)C2CCCCC2 2-((S)-3-((S)-sec-butyl)-7-chloro-5-cyclohexyl-2-oxo-2,3-dihydro-1H-benzo[e][1,4]diazepin-1-yl)acetic acid